O[C@H]1CN(CC1)CC=1C=CC(=NC1)C(=O)N 5-(((R)-3-hydroxypyrrolidin-1-yl)methyl)picolinamide